ClC=1C=C(C(=NC1)OC1=CC=C(O[C@@H](C(=O)OCC#C)C)C=C1)F prop-2-ynyl (R)-2-[4-(5-chloro-3-fluoropyridin-2-yloxy)phenoxy]propionate